4-[2-(4-chlorophenyl)-2,6-diazaspiro[3.4]oct-6-yl]-1-methyl-2-oxo-1,2-dihydroquinoline-3-carboxamide ClC1=CC=C(C=C1)N1CC2(C1)CN(CC2)C2=C(C(N(C1=CC=CC=C21)C)=O)C(=O)N